C(C)(C)(C)OC(=O)N1CCC(CC1)C=1N=C2N(C=C(C=C2F)Br)C1Cl 4-(6-bromo-3-chloro-8-fluoro-imidazo[1,2-a]pyridin-2-yl)piperidine-1-carboxylic acid tert-butyl ester